N[C@@H](C(C)C)C(=O)[O-] Z-valinate